2,5-difluoro-benzamide FC1=C(C(=O)N)C=C(C=C1)F